4-[3-[2,6-Dichloro-4-(7,7-dimethyl-5,9-dioxa-2-azaspiro[3.5]nonan-2-yl)benzoyl]-2,4-dihydro-1,3-benzoxazin-8-yl]-5-fluoro-2-(3-oxa-8-azabicyclo[3.2.1]oct-8-yl)benzoic acid methyl ester COC(C1=C(C=C(C(=C1)F)C1=CC=CC=2CN(COC21)C(C2=C(C=C(C=C2Cl)N2CC1(C2)OCC(CO1)(C)C)Cl)=O)N1C2COCC1CC2)=O